ClC=1C=C(C=2CC[C@H](C2C1)O)S(=O)(=O)NC1=C(C(=C(C=C1)F)C=1C(=C2C=NC(=NC2=CC1)NC1CCNCC1)F)F (1R)-6-chloro-N-{2,4-difluoro-3-[5-fluoro-2-(piperidin-4-ylamino)quinazolin-6-yl]phenyl}-1-hydroxy-2,3-dihydro-1H-indene-4-sulfonamide